4-(heptadec-9-yl)-4H-dithieno[3,2-b:2',3'-d]pyrrole-2,6-dicarboxaldehyde CCCCCCCCC(CCCCCCCC)N1C2=C(C3=C1C=C(S3)C=O)SC(=C2)C=O